BrC1=CC(=C(C(=C1)C)NC(=O)C=1N(N=C(C1)CN1N=C(N=N1)C1=CC=C(C=C1)Br)C1CC1)C(N)=O N-(4-bromo-2-carbamoyl-6-methyl-phenyl)-5-[[5-(4-bromophenyl)tetrazol-2-yl]methyl]-2-cyclopropyl-pyrazole-3-carboxamide